P(=O)(O)(O)O.C1=CC=CC2=NC3=CC=CC=C3C=C12 acridine phosphate